(R)-N-(1-cyclopropylethyl)-6-(2,6-difluoro-3,5-dimethoxyphenyl)-2-(methylthio)pyrido[3,4-d]pyrimidine-8-amine C1(CC1)[C@@H](C)NC1=NC(=CC2=C1N=C(N=C2)SC)C2=C(C(=CC(=C2F)OC)OC)F